N1N=NN=C1C1=C(C=CC=C1)C1=CC=C(C=C1)C=O 2'-(1H-tetrazole-5-yl)-[1,1'-biphenyl]-4-formaldehyde